N,N-dimethyl-N',N'-diphenylurea CN(C(=O)N(C1=CC=CC=C1)C1=CC=CC=C1)C